(S)-Pyrrolidin-3-ylmethyl-(7-fluoro-6-(8-methyl-2,3-dihydro-1H-pyrido[2,3-b][1,4]oxazin-7-yl)isochinolin-3-yl)carbamat N1C[C@H](CC1)COC(NC=1N=CC2=CC(=C(C=C2C1)C1=C(C2=C(OCCN2)N=C1)C)F)=O